(5r,8r)-8-(5-bromo-6-methoxy-2H-indazol-2-yl)-2-methyl-2-azaspiro[4.5]decan-3-one BrC1=CC2=CN(N=C2C=C1OC)C1CCC2(CC(N(C2)C)=O)CC1